ClC1=C(OCC(=O)[O-])C=CC(=C1)Cl.C[NH2+]C dimethyl-ammonium (2,4-dichlorophenoxy)acetate